(R)-1-((Z)-3-{4-[6-Methoxy-3-(3-methoxyphenyl)-4-methyl-2H-chromen-2-yl]phenyl}allyl)-3-methyl-pyrrolidine hydrochloride Cl.COC=1C=C2C(=C(C(OC2=CC1)C1=CC=C(C=C1)\C=C/CN1C[C@@H](CC1)C)C1=CC(=CC=C1)OC)C